C(=O)O.C(C)(=O)O.ClC=1C=C2C(=CN(C2=CC1)CC1CC1)C1CCNCC1 5-chloro-1-(cyclopropylmethyl)-3-(piperidin-4-yl)-1H-indole acetate formate